C(C#CC)C1=NN=C2N1C1=CC=CC=C1C(=N2)NC2=CC=CC=C2 (but-2-yn-1-yl)-N-phenyl-[1,2,4]triazolo[4,3-a]quinazolin-5-amine